C1(=CC(=CC=C1)SC(CC(C)=O)C1=CC=CC=C1)SC(CC(C)=O)C1=CC=CC=C1 4,4'-(1,3-phenylenebis(sulfanediyl))bis(4-phenylbutan-2-one)